chloro-5-methoxy-2-(5-(methoxymethyl)-4H-1,2,4-triazol-3-yl)-1-methyl-3-(1H-pyrazol-4-yl)-1H-pyrrolo[3,2-b]pyridine ClC=1C=C2C(=NC1OC)C(=C(N2C)C2=NN=C(N2)COC)C=2C=NNC2